CN(CCN(C=1C(=CC(=CC1)NC1=NC=C(C(=N1)C1=CNC2=C(C=CC=C12)OC)C(F)(F)F)N)C)C N1-(2-(dimethylamino)ethyl)-N4-(4-(7-methoxy-1H-indol-3-yl)-5-(trifluoromethyl)pyrimidin-2-yl)-N1-methylbenzene-1,2,4-triamine